isobutoxid CC(C)C[O-]